3-Isobutyl-6,8-dimethoxy-1,2,4-triazolo-[4,3-a]pyrazine C(C(C)C)C1=NN=C2N1C=C(N=C2OC)OC